di-tert-butyltin dilaurate C(CCCCCCCCCCC)(=O)[O-].C(CCCCCCCCCCC)(=O)[O-].C(C)(C)(C)[Sn+2]C(C)(C)C